ClC1=CC=C(C=C1)C1=CN(C2=NC(=CC=C21)C(=O)N2C(C(NCC2)=O)(C)C)CC(C)C 4-[3-(4-chlorophenyl)-1-isobutyl-pyrrolo[2,3-b]pyridine-6-carbonyl]-3,3-dimethyl-piperazin-2-one